2-(2,4-Dichloro-phenyl)-5-ethyl-1-[4-(4-hydroxy-but-1-ynyl)-phenyl]-1H-imidazole-4-carboxylic acid piperidin-1-ylamide N1(CCCCC1)NC(=O)C=1N=C(N(C1CC)C1=CC=C(C=C1)C#CCCO)C1=C(C=C(C=C1)Cl)Cl